C(C1=CC=CC=C1)OC1=C(C=C(C=C1)C1C=2C(NC(C1)=O)=NNC2)OC 4-[4-(Benzyloxy)-3-methoxyphenyl]-2H,4H,5H,6H,7H-pyrazolo[3,4-b]pyridin-6-one